3-methyl-1-[[2-(trimethylsilyl)ethoxy]methyl]indazole-5-carboxamide CC1=NN(C2=CC=C(C=C12)C(=O)N)COCC[Si](C)(C)C